[Si](C)(C)(C(C)(C)C)OC[C@H]1CC[C@H]2N1CCN(C2)C(C)=O 1-((6R,8aR)-6-(((tert-butyldimethylsilyl)oxy)methyl)hexahydropyrrolo[1,2-a]pyrazin-2(1H)-yl)ethan-1-one